1-(2-(1-acetylpiperidin-4-yl)ethyl)-4-chloro-N-(3-fluoro-5-(phenylethynyl)pyridin-2-yl)-1H-pyrazole-5-carboxamide C(C)(=O)N1CCC(CC1)CCN1N=CC(=C1C(=O)NC1=NC=C(C=C1F)C#CC1=CC=CC=C1)Cl